CC1=C(C(=O)OC(CCC(C)(C)C)OS(=O)(=O)ON2[C@@H]3CC[C@H](N(C2=O)C3)C(N)=O)C=CC=C1 (((((1R,2S,5R)-2-carbamoyl-7-oxo-1,6-diazabicyclo[3.2.1]octan-6-yl) oxy) sulfonyl) oxy)-4,4-dimethylpentyl 2-methylbenzoate